IC1=CN=C2N(C1=O)C=C(C=C2C(F)(F)F)CN2C[C@H](CCC2)C 3-iodo-7-[[(3S)-3-methyl-1-piperidinyl]methyl]-9-(trifluoromethyl)pyrido[1,2-a]pyrimidin-4-one